ClCC=1C=CC2=C(NC=N2)C1 6-(chloromethyl)-1H-benzo[d]Imidazole